4-((2-(1H-pyrazol-4-yl)ethyl)amino)-N-(3,3-difluoro-2,3-dihydro-1H-inden-1-yl)-5,6-dimethylpyrimidine-2-carboxamide N1N=CC(=C1)CCNC1=NC(=NC(=C1C)C)C(=O)NC1CC(C2=CC=CC=C12)(F)F